[V].COC[C@@H]1N(CCC1)NC(CCCCC=1N=C(N(C1)C1=CC=CC=C1)NC(C1=CC(=CC=C1)C=1C=NNC1)=O)=O (R)-N-(4-(5-((2-(methoxymethyl)pyrrolidin-1-yl)amino)-5-oxopentyl)-1-phenyl-1H-imidazol-2-yl)-3-(1H-pyrazol-4-yl)benzamide vanadium